4-methyl-5-[[4-(4-pyridinyl)piperazin-1-yl]methyl]thiophene-2-carboxylic acid CC=1C=C(SC1CN1CCN(CC1)C1=CC=NC=C1)C(=O)O